C(CCC)OCCCOC(CC)O Butoxypropoxypropanol